ClC1=C2C(=C(NC2=CC=C1F)C(=O)N1CCN(CC1)C(=O)C1CC(C1)(F)F)F (4-chloro-3,5-difluoro-1H-indol-2-yl)(4-(3,3-difluorocyclobutane-1-carbonyl)piperazin-1-yl)methanone